2-ethyl-5-(4-fluoro-2-methylphenyl)-6-methyl-4-oxo-1,4-dihydropyridine-3-carboxylic acid C(C)C=1NC(=C(C(C1C(=O)O)=O)C1=C(C=C(C=C1)F)C)C